COC(=O)C1OCC(C1)NC(=O)[C@]1(CC(=NO1)C1=CC(=CC(=C1)F)F)C=C 4-({[(5S)-3-(3,5-difluorophenyl)-5-vinyl-4,5-dihydroisoxazole-5-yl]carbonyl}amino)tetrahydrofuran-2-carboxylic acid Methyl ester